CC(=O)[O-] methyl-(2S,5R)-carboxylate